6-(1H-pyrazol-4-yl)-2-(4-morpholinopyridin-2-ylamino)imidazo[1,2-a]pyridine N1N=CC(=C1)C=1C=CC=2N(C1)C=C(N2)NC2=NC=CC(=C2)N2CCOCC2